1-Butyl-2-ethylpyrrolium fluorid [F-].C(CCC)[NH+]1C(=CC=C1)CC